5-(2-ethoxy-7H-pyrrolo[2,3-d]pyrimidin-5-yl)-3-isopropyl-2-methyl-3H-imidazo[4,5-b]pyridine C(C)OC=1N=CC2=C(N1)NC=C2C2=CC=C1C(=N2)N(C(=N1)C)C(C)C